[Si](C)(C)(C(C)(C)C)OCC=1C=CC(=NC1)N1CCN(CC1)C=1C=CC(=NC1)N 5-(4-(5-(((tert-butyldimethylsilyl)oxy)methyl)pyridin-2-yl)piperazin-1-yl)pyridin-2-amine